tert-butyl 2-((3-(1-(4-(difluoromethoxy)phenyl)cyclopropyl)-1,2,4-oxadiazol-5-yl)methyl)acrylate FC(OC1=CC=C(C=C1)C1(CC1)C1=NOC(=N1)CC(C(=O)OC(C)(C)C)=C)F